NCC1=CC=C2C=C(N(C2=C1)C(=O)OC(C)(C)C)CN(CC1CC(C1)(C(S(=O)(=O)C1=NC=CC=C1)(F)F)OC(=O)OC(C)(C)C)C(=O)OC(C)(C)C tert-butyl 6-(aminomethyl)-2-(((tert-butoxycarbonyl)((3-((tert-butoxycarbonyl)oxy)-3-(difluoro(pyridin-2-ylsulfonyl)methyl)cyclobutyl)methyl)amino)methyl)-1H-indole-1-carboxylate